(2-amino-3-(cyclopentylethynyl)pyridine-4-yl)-1H-indazol-3-amine NC1=NC=CC(=C1C#CC1CCCC1)N1N=C(C2=CC=CC=C12)N